Ethyl 2'-oxo-1'-((2-(trimethylsilyl)ethoxy)methyl)-1',2',4,6-tetrahydrospiro[cyclopenta[b]thiophene-5,3'-pyrrolo[2,3-b]pyridine]-2-carboxylate O=C1C2(C=3C(=NC=CC3)N1COCC[Si](C)(C)C)CC1=C(SC(=C1)C(=O)OCC)C2